BrC1=NNC2=CC(=CC=C12)C(=O)N1[C@@H]2C=3C(=NN(C3CC1)C1=C(C=C(C=C1)C1CCC1)O)OCCN(C2)C(C=C)=O |r| (rac)-1-(5-(3-bromo-1H-indazole-6-carbonyl)-2-(4-cyclobutyl-2-hydroxyphenyl)-2,3,4,5,5a,6,8,9-octahydro-7H-10-oxa-1,2,5,7-tetraazacycloocta[cd]inden-7-yl)prop-2-en-1-one